5-(2-methylphenyl)indoline CC1=C(C=CC=C1)C=1C=C2CCNC2=CC1